cis-2-dodecene-1,12-dicarboxylic acid C(\C=C/CCCCCCCCCC(=O)O)C(=O)O